C(CCC)[Sn](C1=CC=C(S1)[SiH3])(CCCC)CCCC (5-tributylstannyl-thiophen-2-yl)silane